4-[2-[4-[5-cyclobutyl-1-(2,2-difluoro-1,3-benzodioxol-5-yl)pyrazol-3-yl]piperazin-1-yl]ethyl]-1,4-thiazinane 1,1-dioxide C1(CCC1)C1=CC(=NN1C1=CC2=C(OC(O2)(F)F)C=C1)N1CCN(CC1)CCN1CCS(CC1)(=O)=O